Cl.FC1=CC(=CC2=C1N=C(S2)OC2CCNCC2)C=2C=C(C=1N(C2)C=C(N1)C)C#N 6-{4-fluoro-2-[(piperidin-4-yl)oxy]-1,3-benzothiazol-6-yl}-2-methylimidazo[1,2-a]pyridine-8-carbonitrile hydrochloride